CN1C(C=NC=C1[Sn](C)(C)C)=O 1-methyl-6-(trimethylstannyl)pyrazin-2-one